N-[(2S,3R,4R,5S,6R)-2-[3,5-Dimethoxy-2-[(E)-3-(4-methoxyphenyl)prop-2-enoyl]phenoxy]-4,5-dihydroxy-6-(hydroxymethyl)oxan-3-yl]acetamide COC=1C(=C(O[C@@H]2O[C@@H]([C@H]([C@@H]([C@H]2NC(C)=O)O)O)CO)C=C(C1)OC)C(\C=C\C1=CC=C(C=C1)OC)=O